rac-(6R,7S)-7-amino-3-methyl-6-({[(1S,4S)-4-methylcyclohexyl]oxy}methyl)-6,7,8,9-tetrahydro-4H-quinolizin-4-one N[C@@H]1[C@@H](N2C(C(=CC=C2CC1)C)=O)COC1CCC(CC1)C |r|